3-{4-[(2-amino-4-pyrimidinyl)oxy]-2-methylphenyl}-1-[4-(4-morpholinylmethyl)-3-(trifluoromethyl)phenyl]-2,4-imidazolidinedione NC1=NC=CC(=N1)OC1=CC(=C(C=C1)N1C(N(CC1=O)C1=CC(=C(C=C1)CN1CCOCC1)C(F)(F)F)=O)C